C12COCCC2(C1)B1OC(C(O1)(C)C)(C)C 2-(3-oxabicyclo[4.1.0]heptan-6-yl)-4,4,5,5-tetramethyl-1,3,2-dioxaborolane